((1R,3s,5S,6r)-6-(1-ethyl-3-(5-(trifluoromethyl)pyridin-3-yl)-1H-pyrazol-5-yl)bicyclo[3.1.0]hexane-3-yl)-1,4-oxaazepane C(C)N1N=C(C=C1C1[C@H]2CC(C[C@@H]12)C1OCCCNC1)C=1C=NC=C(C1)C(F)(F)F